C(C)N1CCC(CC1)OC1=CC=C(C=N1)S(=O)(=O)N1[C@@H]([C@@H]2CC[C@H](C1)N2C(=O)OCCOC)C(=O)OCC 2-ethyl 8-(2-methoxyethyl) (1S,2S,5R)-3-((6-((1-ethylpiperidin-4-yl) oxy) pyridin-3-yl) sulfonyl)-3,8-diazabicyclo[3.2.1]octane-2,8-dicarboxylate